[6-(4-Amino-phenyl)-pyrimidin-4-yl]-[2-(7-fluoro-4-methoxy-2-methyl-indol-1-yl)-ethyl]-amine NC1=CC=C(C=C1)C1=CC(=NC=N1)NCCN1C(=CC2=C(C=CC(=C12)F)OC)C